C(C)C1=C(C=NC=2OCCN(C21)C(=O)OC(C)(C)C)N2CC=1N=C(N=CC1CC2)NC2=CC=C(C=C2)CS(=O)(=O)C tert-butyl 8-ethyl-7-(2-{[4-(methanesulfonylmethyl)phenyl]amino}-5H,6H,7H,8H-pyrido[3,4-d]pyrimidin-7-yl)-1H,2H,3H-pyrido[2,3-b][1,4]oxazine-1-carboxylate